C(C1=CC=CC=C1)OC1(CC(C1)N1C=C(C2=C1N=NC(=C2)C2=C(C=C(C=C2C)C(F)(F)F)OCOC)OC)C 7-[(1s,3s)-3-(benzyloxy)-3-methylcyclobutyl]-5-methoxy-3-[2-(methoxymethoxy)-6-methyl-4-(trifluoromethyl)phenyl]-7H-pyrrolo[2,3-c]pyridazine